CC=1N(N=C2C(=NN=C(C21)C)N2CCC(CC2)C(=O)NCCN(C)C)C2=CC=CC=C2 1-(3,4-dimethyl-2-phenyl-2H-pyrazolo[3,4-d]pyridazin-7-yl)-N-(2-(dimethylamino)ethyl)piperidine-4-carboxamide